1-(tert-butyl) 2-methyl (2S,4R)-4-(acetylthio)pyrrolidine-1,2-dicarboxylate C(C)(=O)S[C@@H]1C[C@H](N(C1)C(=O)OC(C)(C)C)C(=O)OC